[I-].COC1=C(C(=O)NCC2(CCC(CC2)OC(=O)NCCCC[P+](C2=CC=CC=C2)(C2=CC=CC=C2)C2=CC=CC=C2)C2=CSC=C2)C=CC=C1 (4-(((((1S,4S)-4-((2-Methoxybenzamido)methyl)-4-(thiophen-3-yl)cyclohexyl)oxy)carbonyl)amino)butyl)triphenylphosphonium iodide